OCCO\N=C\C=1C(=C2C(NC(=NN2C1CCC)C1=C(C=CC(=C1)S(=O)(=O)N1CCN(CC1)CCO)OCC)=O)C (E)-2-(2-ethoxy-5-((4-(2-hydroxyethyl)piperazin-1-yl)sulfonyl)phenyl)-5-methyl-4-oxo-7-propyl-3,4-dihydropyrrolo[2,1-f][1,2,4]triazine-6-carbaldehyde O-(2-hydroxyethyl)oxime